BrC1=CC(=C(C=N1)NC=1N=CC2=C(N1)N(C(C=C2C)=O)C2CCOCC2)C 2-((6-bromo-4-methylpyridin-3-yl)amino)-5-methyl-8-(tetrahydro-2H-pyran-4-yl)pyrido[2,3-d]pyrimidin-7(8H)-one